7-methyl-5-(prop-1-yn-1-yl)-1H-indole-1-carboxylic acid tert-butyl ester C(C)(C)(C)OC(=O)N1C=CC2=CC(=CC(=C12)C)C#CC